tert-Butyl 2-((1-(2-((1R,5S,6s)-6-((methoxycarbonyl)amino)-3-azabicyclo[3.1.0]hexan-3-yl)-3,6-dimethyl-4-oxo-3,4-dihydroquinazolin-8-yl)ethyl)amino)benzoate COC(=O)NC1[C@@H]2CN(C[C@H]12)C1=NC2=C(C=C(C=C2C(N1C)=O)C)C(C)NC1=C(C(=O)OC(C)(C)C)C=CC=C1